NC1CCC(CC1)CN(CCOCCCC1=CC2=C(N(C(N2C)=O)C2C(NC(CC2)=O)=O)C=C1)C 3-[5-[3-[2-[(4-Aminocyclohexyl)methyl-methyl-amino]ethoxy]propyl]-3-methyl-2-oxo-benzimidazol-1-yl]piperidine-2,6-dione